ClC1=NC=CC(=C1)NC(N([C@H](C)C1=CNC(C2=CC=CC=C12)=O)C)=O (R)-3-(2-chloropyridin-4-yl)-1-methyl-1-(1-(1-oxo-1,2-dihydroisoquinolin-4-yl)ethyl)urea